3,7-dimethyl-dibenzothiophene CC=1C=CC2=C(SC3=C2C=CC(=C3)C)C1